C1OCCC12CCN(CC2)C(=O)OC(C)(C)C tert-butyl 2-oxa-8-azaspiro[4.5]decane-8-carboxylate